2-((8-Methoxy-6-(8-methyl-2,3-dihydro-1H-pyrido[2,3-b][1,4]oxazin-7-yl)-2,7-naphthyridin-3-yl)amino)-6-methyl-5,6-dihydro-4H-pyrazolo[1,5-d][1,4]diazepin-7(8H)-on COC=1N=C(C=C2C=C(N=CC12)NC1=NN2CC(N(CCC2=C1)C)=O)C1=C(C2=C(OCCN2)N=C1)C